BrC=1C=CC(=C(C1)NC1CC(CC(C1)NC(OC(C)(C)C)=O)(F)F)[N+](=O)[O-] tert-butyl (5-((5-bromo-2-nitrophenyl)amino)-3,3-difluorocyclohexyl)carbamate